(Z)-2-cyano-3-hydroxy-3-(oxazol-5-yl)-N-(4-(trifluoromethyl)phenyl)acrylamide C(#N)/C(/C(=O)NC1=CC=C(C=C1)C(F)(F)F)=C(\C1=CN=CO1)/O